C(CCCCCCCCCCC)(=O)OC[C@@H](OC(CCCCCCCCCCC)=O)COP(=O)(O)OC[C@H](N)C(=O)O 1,2-Dilauroyl-sn-glycero-3-phosphoserine